C(C1=CC=CC=C1)C(CNC(=O)C1=NN(C(N1)=O)C)CC N-(2-benzylbutyl)-1-methyl-5-oxo-4H-1,2,4-triazole-3-carboxamide